O-Undecenyl 2-bromoisobutyrate BrC(C(=O)OC=CCCCCCCCCC)(C)C